ClC=1N=CC2=C(N1)C(=CN2C2CC2)C(CC#C)O 2-chloro-5-cyclopropyl-7-(1-hydroxy-3-butynyl)-5H-pyrrolo[3,2-d]pyrimidine